C(CCCCC)OC[C@@H](COCCCCCCCCCC\C=C/C\C=C/CCCCC)N(C)C (2S)-1-(hexyloxy)-3-[(11Z,14Z)-eicosa-11,14-dien-1-yloxy]-N,N-dimethylpropan-2-amine